mandeloate C(C(O)C1=CC=CC=C1)(=O)[O-]